6-chloro-8-((1S,2S)-2-(2-(trifluoromethyl)pyrimidin-5-yl)cyclopropyl)imidazo[1,2-b]pyridazine ClC=1C=C(C=2N(N1)C=CN2)[C@@H]2[C@H](C2)C=2C=NC(=NC2)C(F)(F)F